ClC1=CC2=C(N=C(O2)C2=CC=C(C=C2)NC(C2=C(C=C(C=C2)F)F)=O)C=C1 N-(4-(6-chlorobenzo[d]oxazol-2-yl)phenyl)-2,4-difluorobenzamide